FC(C(=O)O)(F)F.NC1=C(C2=C(S1)C(=CC=C2)F)C#N 2-amino-7-fluorobenzo[B]thiophene-3-carbonitrile trifluoroacetate